C(C)(C)(C)C1N(CC1[C@@H]1CNCCC1)C(=O)OC(CCO[Si](C)(C)C(C)(C)C)C1=C(N=C(S1)Br)Br 3-[(tert-Butyldimethylsilyl)oxy]-1-(2,4-dibromo-1,3-thiazol-5-yl)propan-1-ol tert-butyl-3-[(3R)-piperidin-3-yl]azetidine-1-carboxylate